NC1=C(C=C(C=N1)C=1C=C(C=CC1)O)C1=CC(=C(C(=C1)OC)OC)OC 3-[6-amino-5-(3,4,5-trimethoxy-phenyl)-3-pyridyl]phenol